N-methyl-4-oxo-4,5,6,7-tetrahydrobenzo[d]thiazole-2-carboxamide CNC(=O)C=1SC2=C(N1)C(CCC2)=O